(2,4-dicarboxyphenyl)-4-(3-carboxyphenyl)pyridine C(=O)(O)C1=C(C=CC(=C1)C(=O)O)C1=NC=CC(=C1)C1=CC(=CC=C1)C(=O)O